C(C(C)C)OC1=CC=C(C=C1)C1OC2=CC(=CC(=C2C(C1)=O)O)O[Si](C)(C)C(C)(C)C 2-(4-Isobutoxyphenyl)-5-hydroxy-7-(tert-butyldimethylsilyloxy)chroman-4-one